ClC=1C=C(C=C(C1)F)C1=CC=CC=C1 3-chloro-5-fluoro-1,1'-biphenyl